3-(3-Ethylphenyl)-N-methylcyclobutan-1-amine, Trifluoroacetate Salt FC(C(=O)O)(F)F.C(C)C=1C=C(C=CC1)C1CC(C1)NC